N-nitroso-phenyl-naphthylamine N(=O)N(C1=CC=CC2=CC=CC=C12)C1=CC=CC=C1